(E)-N'-(3-bromo-1-tosyl-1H-indole-5-carbonyl)-N,N-dimethylformohydrazonamide BrC1=CN(C2=CC=C(C=C12)C(=O)N/N=C/N(C)C)S(=O)(=O)C1=CC=C(C)C=C1